CS(=O)(=O)C1=CC=C(C=C1)N1CCN(CC1)CC1CNCCC1 3-((4-(4-(methylsulfonyl)phenyl)piperazin-1-yl)methyl)piperidine